6-(4-chlorophenyl)-2-phenyl-benzooxazole ClC1=CC=C(C=C1)C1=CC2=C(N=C(O2)C2=CC=CC=C2)C=C1